2-hydroxy-N-isopropyl-acetamide allyl-N-[4-hydroxy-3-(hydroxymethyl)-phenyl]carbamate C(C=C)OC(NC1=CC(=C(C=C1)O)CO)=O.OCC(=O)NC(C)C